C(C)(C)(C)OC(N[C@H](C)C=1C=C(C=C2C(C(=C(OC12)C1=NC=C(C=C1)F)C)=O)C)=O.ClC=1C=C(C(=NC1)OC)N1C(C(C2=CC=C(C=C12)C(F)(F)F)C)=O (5-chloro-2-methoxy-3-pyridyl)-3-methyl-6-(trifluoromethyl)indolin-2-one tert-Butyl-N-[(1R)-1-[2-(5-fluoro-2-pyridyl)-3,6-dimethyl-4-oxo-chromen-8-yl]ethyl]carbamate